[Si](C)(C)(C(C)(C)C)N=S(=O)(N)C1=C(C=C(C=C1)OC)F N'-(tert-butyldimethylsilyl)-2-fluoro-4-methoxybenzenesulfonimidamide